Boc-Serin C(=O)(OC(C)(C)C)N[C@@H](CO)C(=O)O